4-amino-7-(thiophen-3-yl)pyrrolo[1,2-a]quinoxaline-2-carboxylic acid ethyl ester C(C)OC(=O)C=1C=C2N(C3=CC=C(C=C3N=C2N)C2=CSC=C2)C1